Cl.ClC=1C=C(CN(C(=S)NC=2C=C3C=CN=CC3=CC2)CCN)C=CC1 1-(3-chlorobenzyl)-1-(2-aminoethyl)-3-(isoquinolin-6-yl)thiourea hydrochloride